S(=O)(=O)(OCCCCCCCCCCCCCCCCCCCC)O.[Na] Sodium icosyl hydrogen sulfate